tert-butyl 3-(2-(1-phenyl-1H-pyrazol-4-yl)-N-propylthiazole-4-carboxamido)pyrrolidine-1-carboxylate C1(=CC=CC=C1)N1N=CC(=C1)C=1SC=C(N1)C(=O)N(CCC)C1CN(CC1)C(=O)OC(C)(C)C